androstenedione-13C3 [13CH3][13C@@]12[13C](=O)CC[C@H]1[C@@H]1CCC3=CC(=O)CC[C@]3(C)[C@H]1CC2